1-(2-(4-(methylsulfonyl)piperazin-1-yl)ethyl)-5-((2-(6-(2,2,2-trifluoro-ethyl)quinazolin-4-yl)-2,7-diazaspiro[3.5]nonan-7-yl)methyl)-1H-indole-2-carbonitrile CS(=O)(=O)N1CCN(CC1)CCN1C(=CC2=CC(=CC=C12)CN1CCC2(CN(C2)C2=NC=NC3=CC=C(C=C23)CC(F)(F)F)CC1)C#N